tert-butyl-(6-chloro-2,2-dimethyl-hexoxy)-dimethyl-silane C(C)(C)(C)[Si](C)(C)OCC(CCCCCl)(C)C